ClC1=C(C(=C(C=N1)NC(OC(C)(C)C)=O)C)OC tert-Butyl 6-chloro-5-methoxy-4-methylpyridin-3-ylcarbamate